2,2,5,5-tetramethylpyrrolidin-3-one CC1(NC(CC1=O)(C)C)C